CC(C1=CC(=CC=C1)C(=O)C2=CC=CC=C2)C(=O)O The molecule is an oxo monocarboxylic acid that consists of propionic acid substituted by a 3-benzoylphenyl group at position 2. It has a role as a non-steroidal anti-inflammatory drug, an antipyretic, an EC 1.14.99.1 (prostaglandin-endoperoxide synthase) inhibitor, an environmental contaminant, a xenobiotic and a drug allergen. It is a member of benzophenones and an oxo monocarboxylic acid. It derives from a propionic acid.